3-(triphenylphosphonio)propane-1-sulfonate C1(=CC=CC=C1)[P+](CCCS(=O)(=O)[O-])(C1=CC=CC=C1)C1=CC=CC=C1